ClC=1C=C2C=C(NC2=CC1C=1C=NC(=CC1)OC)CNC(=O)C1(CC1)C N-((5-chloro-6-(6-methoxypyridin-3-yl)-1H-indol-2-yl)methyl)-1-methylcyclopropane-1-carboxamide